2-(1-(2-(((2-chloro-9-isopropyl-9H-purin-6-yl)amino)methyl)phenyl)-1H-pyrazol-3-yl)propan-2-ol ClC1=NC(=C2N=CN(C2=N1)C(C)C)NCC1=C(C=CC=C1)N1N=C(C=C1)C(C)(C)O